Sodium N-(3-chloro-4-methylphenyl)sulfamate ClC=1C=C(C=CC1C)NS([O-])(=O)=O.[Na+]